O=C1NC(CCC1N1C(C2=C3C(C(=CC=C13)C1C(CN(CC1)C(=O)OC(C)(C)C)(F)F)=CC=C2)=O)=O tert-butyl 4-[1-(2,6-dioxo-3-piperidyl)-2-oxo-benzo[cd]indol-6-yl]-3,3-difluoro-piperidine-1-carboxylate